CC(C(C(=O)O)(O)C1=C(C=C(C=C1)OC1=CC=C(C=C1)Cl)Cl)N1N=CN=C1 methyl-2-[2-chloro-4-(4-chlorophenoxy)phenyl]-2-hydroxy-3-(1,2,4-triazol-1-yl)propanoic acid